C(CCC)[C@]1(CS(C2=C([C@@H](N1)C1=CC=CC=C1)C=CC(=C2)OC)(=O)=O)CC |r| (±)-Trans-3-butyl-3-ethyl-2,3,4,5-tetrahydro-8-methoxy-5-phenyl-1,4-benzothiazepine 1,1-dioxide